2-(2-(4,4-dimethylcyclohex-1-en-1-yl)ethyl)hexahydrobenzo[d][1,3]dioxol CC1(CC=C(CC1)CCC1OC2C(O1)CCCC2)C